C(C)(=O)N1CC(CC1)OC=1N=CC(=NC1)C1=CNC2=C(C=CC=C12)C#N 3-[5-[(1-acetylpyrrolidin-3-yl)oxy]pyrazin-2-yl]-1H-indole-7-carbonitrile